12-((2-((4,5-dimethylthiazol-2-yl)carbamoyl)phenyl)amino)-12-oxododecyl methanesulfonate CS(=O)(=O)OCCCCCCCCCCCC(=O)NC1=C(C=CC=C1)C(NC=1SC(=C(N1)C)C)=O